9,9'-((4-(2-(4,6-diphenyl-1,3,5-triazin-2-yl)phenyl)-2',6'-diphenyl-[3,4'-bipyridine]-2,6-diyl)bis(4,1-phenylene))bis(3,6-dimethyl-9H-carbazole) C1(=CC=CC=C1)C1=NC(=NC(=N1)C1=CC=CC=C1)C1=C(C=CC=C1)C1=C(C(=NC(=C1)C1=CC=C(C=C1)N1C2=CC=C(C=C2C=2C=C(C=CC12)C)C)C1=CC=C(C=C1)N1C2=CC=C(C=C2C=2C=C(C=CC12)C)C)C1=CC(=NC(=C1)C1=CC=CC=C1)C1=CC=CC=C1